6-(4-aminopiperidin-1-yl)-N-(4-fluorophenyl)-9H-purin-2-amine NC1CCN(CC1)C1=C2N=CNC2=NC(=N1)NC1=CC=C(C=C1)F